N-(1-Ethyl-1H-pyrazol-4-yl)-5-iodopyrimidin-2-amine C(C)N1N=CC(=C1)NC1=NC=C(C=N1)I